Cl.CN1N=CC=C1C1CCN(CC1)C1CC2(C1)CN(CC2)C(=O)OCC ethyl cis-2-[4-(1-methyl-1H-pyrazol-5-yl)piperidin-1-yl]-6-azaspiro[3.4]octane-6-carboxylate hydrochloride